ClC1=C(C(=NC=N1)N1[C@H](COCC1)C)[N+](=O)[O-] (S)-4-(6-chloro-5-nitropyrimidin-4-yl)-3-methylmorpholine